[2,4-bis(1,1-dimethylethoxy)-5-pyrimidinyl]boronic acid CC(C)(OC1=NC=C(C(=N1)OC(C)(C)C)B(O)O)C